5-(7-chloro-5,6-dimethyl-9H-carbazol-3-yl)-3,4-dihydropyridine-1(2H)-carboxylic acid tert-butyl ester C(C)(C)(C)OC(=O)N1CCCC(=C1)C=1C=CC=2NC3=CC(=C(C(=C3C2C1)C)C)Cl